C(C)NC(=O)NC1=CC(=NO1)CC1CCN(CC1)C=1C(=NC(=CC1)N1N=CC=C1)C 1-ethyl-3-(3-((1-(2-methyl-6-(1H-pyrazol-1-yl)pyridin-3-yl)piperidin-4-yl)methyl)isoxazol-5-yl)urea